4-(tert-butylphenoxy)pyridin-3-amine C(C)(C)(C)C1=C(OC2=C(C=NC=C2)N)C=CC=C1